Tricosylate C(CCCCCCCCCCCCCCCCCCCCCC)(=O)[O-]